C(C)(C)(C)C1=C(C(=CC(=C1)C(C)(C)C)C(C)(C)C)P(C1=CC=C(C=C1)C=C)C1=C(C=C(C=C1C(C)(C)C)C(C)(C)C)C(C)(C)C bis(2,4,6-tri-t-butylphenyl)(4-vinylphenyl)phosphorus